C(C)(C)(C)OC(N(C)CCCCCCOC1=CC(=CC=C1)N1C(NC(CC1)=O)=O)=O.ClC1=C2C=CC=NC2=C(C=C1)O 5-chloro-8-hydroxyquinoline tert-Butyl-(6-(3-(2,4-dioxotetrahydropyrimidin-1(2H)-yl)phenoxy)hexyl)(methyl)carbamate